C(C)[C@H]1CC2=C(CN(C1)CC1=CC(=CC=3C=CSC31)[C@@H](CC(=O)OCC)C3=C(C1=C(N(N=N1)C)C(=C3)C)C)N=C(C=C2)O ethyl (3R)-3-(7-{[(6S)-6-ethyl-2-hydroxy-5,6,7,9-tetrahydro-8H-pyrido[2,3-c]azepin-8-yl]methyl}-1-benzothiophen-5-yl)-3-(1,4,7-trimethyl-1H-benzotriazol-5-yl)propanoate